C(CCCCCCCCC)(=O)OCC1CCCCO1 6-((decanoyloxy)methyl)tetrahydro-2H-pyran